FC1(CCC2=C1N=C(N=C2C=2C=C1C(CC(C1=CC2)NS(=O)(=O)C)(C)C)N2[C@H]([C@@H](C2)O)C)F N-(5-(7,7-difluoro-2-((2S,3R)-3-hydroxy-2-methylazetidin-1-yl)-6,7-dihydro-5H-cyclopenta[d]pyrimidin-4-yl)-3,3-dimethyl-2,3-dihydro-1H-inden-1-yl)methanesulfonamide